FC=1C=C(C(=NC1)NC1=NN(C2=C1C=NC(=C2)C(=O)N2CCOCCC2)CC(F)(F)F)O [3-[(5-fluoro-3-hydroxy-2-pyridyl)amino]-1-(2,2,2-trifluoroethyl)pyrazolo[4,3-c]pyridin-6-yl]-(1,4-oxazepan-4-yl)methanone